C1(CC1)C=1N=CN(C1)C=1C(=CC(=C(C(=O)NC2=NC(=CC=C2)C2=NN=NN2C(C)C)C1)F)C 5-(4-cyclopropyl-1H-imidazole-1-yl)-N-(6-(1-isopropyl-1H-tetrazole-5-yl)pyridine-2-yl)-2-fluoro-4-methyl-benzamide